CC=1C=2N(C=C(N1)C)N=C(C2)C=O 4,6-dimethylpyrazolo[1,5-a]pyrazine-2-carbaldehyde